2-((3,5-dichloro-2-fluoro-4-(2-fluoro-4-hydroxy-3-isopropylbenzyl)phenyl)amino)-N-ethylacetamide ClC=1C(=C(C=C(C1CC1=C(C(=C(C=C1)O)C(C)C)F)Cl)NCC(=O)NCC)F